C(C=C)NC(C(CC[C@@H](C(=O)NC=1C(N(C=CC1)CC(=O)NC1C2CC3CC(CC1C3)C2)=O)NC(=O)C=2OC3=C(C2C)C=CC=C3)=O)=O (S)-N1-Allyl-N6-(1-(2-(2-adamantylamino)-2-oxoethyl)-2-oxo-1,2-dihydropyridin-3-yl)-5-(3-methylbenzofuran-2-carboxamido)-2-oxohexandiamid